(1aRS,7bSR)-5-[2-(4-dimethylaminobutylamino)benzenesulfonylamino]-1,1a,2,7b-tetrahydrocyclopropa[c]chromene-4-carboxylic acid CN(CCCCNC1=C(C=CC=C1)S(=O)(=O)NC1=CC=C2[C@@H]3[C@H](COC2=C1C(=O)O)C3)C |r|